N-(4-(aminomethyl)pyrimidin-2-yl)cyclopropanesulfonamide hydrochloride Cl.NCC1=NC(=NC=C1)NS(=O)(=O)C1CC1